FC(C1=C(C=CC(=C1)C=1C=C2C(=NC1)NC(=C2)C(C2=C(C(=CC=C2F)NS(N(C)CC)(=O)=O)F)=O)N2CCN(CC2)C(=O)OC(C)(C)C)F tert-butyl 4-[2-(difluoromethyl)-4-[2-[3-[[ethyl(methyl)sulfamoyl]amino]-2,6-difluoro-benzoyl]-1H-pyrrolo[2,3-b]pyridin-5-yl]phenyl]piperazine-1-carboxylate